ClC1=C(C=C2C(=CNC2=C1)C(C(=O)NOC)=O)C=1C(=NC(=CC1)N(C)C)OC 2-(6-chloro-5-(6-(dimethylamino)-2-methoxypyridin-3-yl)-1H-indol-3-yl)-N-methoxy-2-oxoacetamide